Cl.C(C)(=O)NC1=CC=C(C=C1)C1=NC(=NO1)C1=CC=C(C=C1)C[C@@H](C(=O)O)N (S)-3-(4-(5-(4-acetamidophenyl)-1,2,4-oxadiazol-3-yl)phenyl)-2-aminopropanoic acid hydrochloride